ClC1=C(C(=O)N2C[C@H](N(CC2)C=2C=CC(=NC2CN)C=2C(=NC=CC2)OCC)CC)C=CC(=C1)F 1-{5-[(2R)-4-(2-chloro-4-fluorobenzoyl)-2-ethylpiperazin-1-yl]-2'-ethoxy-[2,3'-bipyridin]-6-yl}methylamine